(1R,2S)-5'-methoxy-2-{3-[(4-methoxy-1-methyl-6-oxo-1,6-dihydropyridazin-3-yl)amino]-1H-indazol-6-yl}spiro[cyclopropane-1,3'-indol]-2'(1'H)-one COC=1C=C2[C@]3(C(NC2=CC1)=O)[C@@H](C3)C3=CC=C1C(=NNC1=C3)NC3=NN(C(C=C3OC)=O)C